6-(1-methyl-1H-pyrazol-3-yl)nicotinaldehyde CN1N=C(C=C1)C1=NC=C(C=O)C=C1